1-{1-[5-chloro-4-fluoro-2-methoxy-3-(1-methylazetidin-3-yl)phenyl]ethyl}-3-(difluoromethyl)-1H-pyrazolo[3,4-d]pyrimidin-4-amine ClC=1C(=C(C(=C(C1)C(C)N1N=C(C=2C1=NC=NC2N)C(F)F)OC)C2CN(C2)C)F